4-[2-hydroxy-3-(2-isopropylphenylamino)propyl]-1,3-dihydroimidazol-2-one OC(CC=1NC(NC1)=O)CNC1=C(C=CC=C1)C(C)C